[I-].OCCN1C(C(C2=CC(=CC=C12)C)(C)C)C 1-(2-hydroxyethyl)-2,3,3,5-tetramethyl-3H-indole iodide